C[C@H]1N(C[C@H](C1)COC1=CC=C(C=C1)[S@](=O)(=NC)C)CCC=1C=C(C#N)C=CC1 |o1:14| 3-{2-[(2R,4S)-2-methyl-4-({4-[(S or R)-methyl(methylimino)oxo-λ6-sulfanyl]phenoxy}methyl)pyrrolidin-1-yl]ethyl}benzonitrile